NC1=NC=NN2C1=C(C=C2C2CN(CCC2)C(C(O)CO)(C)C)C2=CC(=C(C=C2)NC(OC(C)(C)C)=O)OC tert-Butyl (4-(4-amino-7-(1-(dimethylglyceryl)piperidin-3-yl)pyrrolo[2,1-f][1,2,4]triazin-5-yl)-2-methoxyphenyl)carbamate